C(C)(C)N(C(=O)C1=C(OC=2C(=NC=NC2)N2CC3(C2)CCN(CC3)C(=O)OC(C)(C)C)C=CC(=C1)F)C(C)C tert-Butyl 2-(5-(2-(diisopropylcarbamoyl)-4-fluorophenoxy)pyrimidin-4-yl)-2,7-diazaspiro[3.5]nonane-7-carboxylate